BrC=1C(=C(OC2CN(C2)C(=O)N2C[C@@H]3[C@@H](OCC(N3)=O)CC2)C=CC1)Cl (+)-(4aR,8aS)-6-[3-(3-Bromo-2-chloro-phenoxy)azetidine-1-carbonyl]-4,4a,5,7,8,8a-hexahydropyrido[4,3-b][1,4]oxazin-3-one